(S)-4-((3-chloro-2,4-difluorophenyl)(methyl)-carbamoyl)-2-oxo-imidazolidine ClC=1C(=C(C=CC1F)N(C(=O)[C@H]1NC(NC1)=O)C)F